ClC=1C=2C(N=C3N(C2C=CC1)C1=CC(=CC=C1C31CCCCC1)C1CCN(CC1)C1CCN(CC1)CCCl)=O 4'-chloro-10'-(1'-(2-chloroethyl)-[1,4'-bipiperidin]-4-yl)-5'H-spiro[cyclohexane-1,7'-indolo[1,2-a]quinazolin]-5'-one